5-ethyl-1-fluoronaphthalene-2-amine C(C)C1=C2C=CC(=C(C2=CC=C1)F)N